COCC(C(=O)O)(C)C 3-methoxy-2,2-dimethyl-propanoic acid